FC=1C=C(C=CC1F)N1C(CCCC12CCN(CC2)C2=NC(=NC(=C2)N2N=CC(=C2)C(F)(F)F)C(C)(C)O)=O 1-(3,4-difluorophenyl)-9-(2-(2-hydroxypropan-2-yl)-6-(4-(trifluoromethyl)-1H-pyrazol-1-yl)pyrimidin-4-yl)1,9-diazaspiro[5.5]undecane-2-one